(3aR,6aS)-5-oxo-hexahydrocyclopenta[c]pyrrole-2(1H)-carboxylic acid tert-butyl ester C(C)(C)(C)OC(=O)N1C[C@@H]2[C@H](C1)CC(C2)=O